1,2-bis(4-butylphenyl)-4-phenyl-1,2,4-triazolidine C(CCC)C1=CC=C(C=C1)N1N(CN(C1)C1=CC=CC=C1)C1=CC=C(C=C1)CCCC